O1CC(C1)C=1C(=C(C(=O)O)C=CC1)C1NCCNC1 oxetan-3-yl(piperazin-2-yl)benzoic acid